C1(CC1)C=1N(C=C(N1)C1=CC=C(C=C1)C1=CC=NC=N1)C 6-[4-(2-Cyclopropyl-1-methyl-1H-imidazol-4-yl)-phenyl]-pyrimidin